CN1N=C(C(=C1)C(=O)N)C(F)(F)F 1-methyl-3-trifluoromethylpyrazol-4-ylcarboxamide